O=C1NC(CCC1N1C(C2=CC=C(C=C2C1)CNC(=O)C=1COC2=CC=CC(=C2C1)C)=O)=O N-((2-(2,6-dioxopiperidin-3-yl)-1-oxoisoindolin-5-yl)methyl)-5-methyl-2H-chromene-3-carboxamide